2-(2-(3,3-difluorocyclobutyl)oxiran-2-yl)-6-(2-methyl-2H-pyrazolo[3,4-b]pyridin-5-yl)thieno[2,3-b]pyridine FC1(CC(C1)C1(OC1)C1=CC=2C(=NC(=CC2)C2=CC=3C(N=C2)=NN(C3)C)S1)F